6-(4-Fluorophenyl)-5-(naphthalen-2-yl)-2-oxaspiro[3.3]heptane FC1=CC=C(C=C1)C1C(C2(COC2)C1)C1=CC2=CC=CC=C2C=C1